C(C1=CC=CC=C1)[C@H]1N(C(OC1)=O)C(=O)[C@@H]1CN(C(C1)=O)C1=CC=CC=C1 (4R)-4-benzyl-3-[(3S)-5-oxo-1-phenyl-pyrrolidine-3-carbonyl]oxazolidin-2-one